Cl.N1(N=NC2=C1C=CC=C2)CCCCN2CCN(CC2)C2=NSC1=C2C=CC=C1 3-(4-(4-(1H-benzotriazole-1-yl)butyl)piperazin-1-yl)benzisothiazole hydrochloride